FC1=C(C(=CC=C1)OC)C1=CC(=NC=C1C(=O)NC=1SC(=NN1)OCC1=NC=C(N=C1)C=C)C 4-(2-fluoro-6-methoxyphenyl)-6-methyl-N-(5-((5-vinylpyrazin-2-yl)methoxy)-1,3,4-thiadiazol-2-yl)nicotinamide